FC=1BC=CC1 fluoroborol